ClC=1C=NC(=C(C(=O)O)C1)CCOC 5-chloro-2-(2-methoxyethyl)nicotinic acid